1-(1-(3,5-difluorophenyl)ethyl)-3-(1,4,5,6-tetrahydropyrrolo[3,4-d]imidazol-2-yl)-1H-indazol-5-amine FC=1C=C(C=C(C1)F)C(C)N1N=C(C2=CC(=CC=C12)N)C1=NC2=C(N1)CNC2